Cl.CC1=C(C(=O)NC2=C(C=C(C=C2)S(N[C@H](C)C2CCNCC2)(=O)=O)C)C=CC(=C1)C (R)-2,4-dimethyl-N-(2-methyl-4-(N-(1-(piperidin-4-yl)ethyl)sulfamoyl)phenyl)benzamide hydrochloride